C(C)(C)(C)OC(=O)N1N=CC2=CC=C(C(=C12)Cl)S 7-chloro-6-mercapto-1H-indazole-1-carboxylic acid tert-butyl ester